ClC1=C(C=CC(=C1)OC1=CC=CC=C1)C(=O)C1=CNC2=C1C1=C(N=C(C(N1)(C)COC)SC)C=N2 (2-chloro-4-phenoxyphenyl)(2-(methoxymethyl)-2-methyl-3-(methylsulfanyl)-2,7-dihydro-1H-pyrrolo[3',2':5,6]pyrido[3,4-b]pyrazin-9-yl)methanone